[8-[6-amino-4-[(4-phenyl-1-piperidyl)sulfonyl]-2-pyridyl]-3,8-diazabicyclo[3.2.1]octan-3-yl]-(2-chloro-4-fluoro-phenyl)methanone NC1=CC(=CC(=N1)N1C2CN(CC1CC2)C(=O)C2=C(C=C(C=C2)F)Cl)S(=O)(=O)N2CCC(CC2)C2=CC=CC=C2